COC1=C(C2=C(C=N1)N=C(N2CC2=CC=C(C=C2)S(=O)(=O)N)C)C2=CC=CC=C2 4-((6-methoxy-2-methyl-7-phenyl-1H-imidazo[4,5-c]pyridin-1-yl)methyl)benzenesulfonamide